COC1=CC=C(C=C1)NS(=O)(=O)C=1C=CC(=C(C(=O)O)C1)C 5-[(4-methoxyphenyl)sulfamoyl]-2-methylbenzoic acid